3-(3-methyl-2,3,4,5-tetrahydropyridin-6-yl)phenol CC1CN=C(CC1)C=1C=C(C=CC1)O